CC=1NC(=C(CC1C(=O)[O-])C(=O)[O-])C 1,4-dihydro-2,6-dimethyl-3,5-pyridinedicarboxylate